pentamethylcyclopentadienyl(1-neopentyl-5,6-dimethylindenyl)hafnium CC1=C(C(=C(C1([Hf]C=1C(C2=CC(=C(C=C2C1)C)C)CC(C)(C)C)C)C)C)C